FC=1C=C(C=CC1F)C1CN(CCO1)C(=O)NCC(CC1=NC=CC=C1)CO 2-(3,4-difluorophenyl)-N-[2-(hydroxymethyl)-3-(2-pyridyl)propyl]morpholine-4-carboxamide